BrC1=C(C(=CC2=C1N(C(O2)=O)C)NC(C2=CC(=CC(=C2)C(F)(F)F)F)=O)C(C2=C(C=CC(=C2)F)Cl)=O N-(4-bromo-5-(2-chloro-5-fluorobenzoyl)-3-methyl-2-oxo-2,3-dihydrobenzo[d]oxazol-6-yl)-3-fluoro-5-(trifluoromethyl)benzamide